N-(4-(4-((4-fluorobenzyl)amino)phenyl)-7H-pyrrolo[2,3-d]pyrimidin-2-yl)cyclopropylcarboxamide FC1=CC=C(CNC2=CC=C(C=C2)C=2C3=C(N=C(N2)NC(=O)C2CC2)NC=C3)C=C1